BrC=1C=C(C=C(C1)S(F)(F)(F)(F)F)[C@@H]1C([C@H]1C(=O)O)(Cl)Cl trans-3-(3-Bromo-5-(pentafluoro-λ6-sulfanyl)phenyl)-2,2-dichlorocyclopropane-1-carboxylic acid